6-[3-[4-[[(4-butylphenyl)-amino]carbonyl]-2-oxazolyl]-7-oxabicyclo[2.2.1]hept-2-yl]-4-hexenoic acid C(CCC)C1=CC=C(C=C1)NC(=O)C=1N=C(OC1)C1C(C2CCC1O2)CC=CCCC(=O)O